(S)-N-methyl-2-((1-(6-oxo-5-(trifluoromethyl)-1,6-dihydropyridazin-4-yl)azetidin-2-yl)methoxy)-N-(1-(5-(trifluoromethyl)pyrimidin-2-yl)piperidin-4-yl)acetamide CN(C(COC[C@H]1N(CC1)C=1C=NNC(C1C(F)(F)F)=O)=O)C1CCN(CC1)C1=NC=C(C=N1)C(F)(F)F